ClC=1C=CC(=C(C1)C(O)(C1=CC=CC=C1)C1=CC=CC=C1)C1=CC2=CC=CC=C2C=C1 (5-chloro-2-(naphthalen-2-yl)phenyl)diphenylmethanol